FC1=CC=C(C=C1)NC(=O)C1(CC1)C(=O)NC1=CC=C(C=C1)OC1=CC=NC2=CC(=C(N=C12)OC)OCCOC 1-N'-(4-fluorophenyl)-1-N-[4-[[6-methoxy-7-(2-methoxyethoxy)-1,5-naphthyridin-4-yl]oxy]phenyl]cyclopropane-1,1-dicarboxamide